NC=1SC(=CN1)CN1CC(C(CC1)NC(=O)[C@@H]1N(C[C@H](C1)O)C([C@@H](C(C)(C)C)N1N=NC(=C1)C1CC1)=O)C (2R,4S)-N-[1-[(2-aminothiazol-5-yl)methyl]-3-methyl-4-piperidyl]-1-[(2R)-2-(4-cyclopropyltriazol-1-yl)-3,3-dimethyl-butanoyl]-4-hydroxy-pyrrolidine-2-carboxamide